C1(CCC(N1OC(=O)C=1C=C2C(OC(C2=CC1)OC)OC)=O)=O 1,3-dimethoxy-1,3-dihydro-isobenzofuran-5-carboxylic acid succinimidyl ester